C(C)(C)(C)OC(=O)NC1=CC=C(C=C1)C=1SC=C(N1)C(=O)N[C@H](C)C(=O)OC Methyl (2-(4-((tert-butoxycarbonyl) amino) phenyl) thiazole-4-carbonyl)-D-alaninate